ClC1=C(C#N)C=CC(=C1)C#N monochloroterephthalonitrile